3,7,8-Trihydroxy-2-(4-(3-morpholinopropyl)phenyl)-4H-chromen-4-one hydrochloride Cl.OC1=C(OC2=C(C(=CC=C2C1=O)O)O)C1=CC=C(C=C1)CCCN1CCOCC1